CS(=O)(=O)[O-].C(CCCCCCCC)[NH+]1C(=CC=C1)CCCC 1-nonyl-2-butylpyrrolium methanesulfonate